C(C1=CC=CC=C1)C1=NN=C2N1C1=C(C(=C(C=C1NC2(C)C)F)Br)F 1-benzyl-8-bromo-7,9-difluoro-4,4-dimethyl-4,5-dihydro-[1,2,4]triazolo[4,3-a]quinoxaline